7-(2-methoxy-1H-benzo[d]imidazol-5-yl)-2-oxa-7-azaspiro[3.5]nonane COC1=NC2=C(N1)C=CC(=C2)N2CCC1(COC1)CC2